5'-(2-bromoethoxy)-1'-[(cis)-3-hydroxy-3-methylcyclobutyl]-1',2'-dihydrospiro[cyclopropane-1,3'-pyrrolo[2,3-b]pyridin]-2'-one BrCCOC=1C=C2C(=NC1)N(C(C21CC1)=O)C1CC(C1)(C)O